N1(CCC=2C1=NC=CC2)S(=NS(=O)(=O)C2=CC=C(C=C2)[N+](=O)[O-])(=NC(C)(CC(C)(C)C)C)C2=CC=C(C=C2)F N-((2,3-Dihydro-1H-pyrrolo[2,3-b]pyridin-1-yl)(4-fluorophenyl)((2,4,4-trimethylpentan-2-yl)imino)-λ6-sulfaneylidene)-4-nitrobenzenesulfonamide